(5Z,8Z,11Z,14Z)-icosa-5,8,11,14-tetraenoic acid C(CCC\C=C/C\C=C/C\C=C/C\C=C/CCCCC)(=O)O